C(=C)[Si](O[Si](OCC)(OCC)C=C)(C=C)C=C tetravinyl-diethoxydisiloxane